6-chloro-3-((1-(2-cyano-7-cyclopropyl-3-(4,4-difluoropiperidin-1-yl)quinoxalin-5-yl)ethyl)amino)picolinic acid ClC1=CC=C(C(=N1)C(=O)O)NC(C)C1=C2N=C(C(=NC2=CC(=C1)C1CC1)C#N)N1CCC(CC1)(F)F